6-(2-(dimethylamino)-6-fluoro-4-(2-(methyl-d3)-2H-indazol-4-yl)benzyl)-6,7-dihydro-5H-pyrrolo[3,4-b]pyridin-5-one-7,7-d2 CN(C1=C(CN2C(C3=NC=CC=C3C2=O)([2H])[2H])C(=CC(=C1)C=1C2=CN(N=C2C=CC1)C([2H])([2H])[2H])F)C